ClC1=CC=C(C=C1)C(=COC1=CC2=CC=CC=C2C=C1)C=CC1=CC=CC=C1 2-((2-(4-chlorophenyl)-4-phenylbutan-1,3-dien-1-yl)oxy)naphthalene